2,2,3,3,4,4,5,5,6,6,7,7-dodecafluoroheptyl acrylate C(C=C)(=O)OCC(C(C(C(C(C(F)F)(F)F)(F)F)(F)F)(F)F)(F)F